2-(3-(benzyloxy)propyl)-7-bromo-N2-(4-methoxybenzyl)-1-methyl-1H-imidazo[4,5-d]Thieno[3,2-b]Pyridine-2,4-diamine C(C1=CC=CC=C1)OCCCC1(NC=2C(=C3C(=NC2N)C=C(S3)Br)N1C)NCC1=CC=C(C=C1)OC